N1NNNNNNCCCCCCCCCCCCCC=CCCC1 HEPTAAZACYCLOPENTACOS-21-ENE